Cl.BrC=1C=C(C=CC1OC)C(C(S(=O)(=O)C1=CC=CC=C1)(F)F)N 1-(3-bromo-4-methoxyphenyl)-2,2-difluoro-2-(phenylsulfonyl)ethan-1-amine hydrochloride